4-cyclopropyl-N-[(1S)-1-(dicyclohexylmethyl)-2-[[5-(3,5-dimethyl-1H-pyrazol-4-yl)-6-fluoro-2-pyridinyl]amino]-2-oxo-ethyl]-1,2,5-oxadiazole-3-carboxamide C1(CC1)C=1C(=NON1)C(=O)N[C@H](C(=O)NC1=NC(=C(C=C1)C=1C(=NNC1C)C)F)C(C1CCCCC1)C1CCCCC1